BrC1=CC=C(C(=C1C=1C(=NN(C1)CC)C(F)(F)F)F)F 4-(6-bromo-2,3-difluorophenyl)-1-ethyl-3-(trifluoromethyl)-1H-pyrazole